Cl.FC=1C(=NC(=NC1)NC1CN(CC1)S(=O)(=O)C)C=1C=C2C=CC=NC2=C(C1)F 5-fluoro-4-(8-fluoroquinolin-6-yl)-N-(1-(methylsulfonyl)pyrrolidin-3-yl)pyrimidin-2-amine hydrochloride